FC(C=1C(NC=CC1)=O)(F)F 3-(trifluoromethyl)-2-pyridone